1-((S)-2-cyclohexyl-2-((S)-2-(methylamino)propanamido)acetyl)-N-((R)-1,2,3,4-tetrahydronaphthalen-1-yl)pyrrolidine-2-carboxamide C1(CCCCC1)[C@@H](C(=O)N1C(CCC1)C(=O)N[C@@H]1CCCC2=CC=CC=C12)NC([C@H](C)NC)=O